FC1=C(N=C2N(C1=O)CC[C@H](N2CC(C2CCOCC2)=O)C(F)(F)F)N2[C@@H](COCC2)C (S)-3-Fluoro-2-((R)-3-methylmorpholin-4-yl)-9-[2-oxo-2-(tetrahydropyran-4-yl)ethyl]-8-trifluoromethyl-6,7,8,9-tetrahydropyrimido-[1,2-a]pyrimidin-4-one